CN1CCC2(CN(C2)C2=C(C(=CC=C2)N)N)CC1 3-(7-methyl-2,7-diazaspiro[3.5]nonan-2-yl)benzene-1,2-diamine